C1(CCCC=C1)=O 5-cyclohexenone